N1=CC=CC2=C1C1=NC=3C=CC=CC3N=C1C1=C2N=CC=C1 DIPYRIDOPHENAZINE